1H-imidazole-1-carboxylic acid ethyl ester C(C)OC(=O)N1C=NC=C1